C(C)C=1C=CC=2N(C1)C=C(N2)COC2=CC(=NC=C2)NCC=2C(=CC(=NC2C)N)C 5-(((4-((6-ethylimidazo[1,2-a]pyridin-2-yl)methoxy)pyridin-2-yl)amino)methyl)-4,6-dimethylpyridin-2-amine